N,N-Bis(hydroxyethyl)-2-aminoethanesulfonic acid C(CO)N(CCO)CCS(=O)(=O)O